(1S,2S,3S,6R)-4-(fluoromethyl)-6-((4-(4-(trifluoromethyl)phenoxy)butyl)amino)cyclohex-4-ene-1,2,3-triol FCC=1[C@@H]([C@@H]([C@H]([C@@H](C1)NCCCCOC1=CC=C(C=C1)C(F)(F)F)O)O)O